5-(3-(sec-butyl)-2-oxo-2,3,4,5-tetrahydro-1H-benzo[1,4]diazepine-4-carbonyl)-1H-pyrrole-2-carboxamide C(C)(CC)C1C(NC2=C(CN1C(=O)C1=CC=C(N1)C(=O)N)C=CC=C2)=O